(R)-4-(4-((7-ethyl-6-oxo-5,6-dihydro-1,5-naphthyridin-3-yl)methyl)-3-methylpiperazin-1-yl)-2-fluoro-aza-methylbenzamide C(C)C=1C(NC=2C=C(C=NC2C1)CN1[C@@H](CN(CC1)C1=C(C(=C(C(=O)N)C=C1)F)N)C)=O